ethyl 2-(2-(4-bromophenyl)-1H-imidazol-4-yl)acetate BrC1=CC=C(C=C1)C=1NC=C(N1)CC(=O)OCC